2,2-difluoro-3-(tosyloxy)propionic acid ethyl ester C(C)OC(C(COS(=O)(=O)C1=CC=C(C)C=C1)(F)F)=O